cis-tert-butyl 3-methyl-1-(((methylsulfonyl)oxy)methyl)-6-azabicyclo[3.1.1]heptane-6-carboxylate CC1CC2(N(C(C1)C2)C(=O)OC(C)(C)C)COS(=O)(=O)C